nickel-tungsten-tin [Sn].[W].[Ni]